(5-bromo-3-pyridyl)-[4-(6,11-dihydrobenzo[c][1]benzothiepin-11-yl)piperazin-1-yl]methanone BrC=1C=C(C=NC1)C(=O)N1CCN(CC1)C1C2=C(CSC3=C1C=CC=C3)C=CC=C2